C(C)(C)(C)C=1C=C(C=C(C1O)C(C)(C)C)OP(OC1=CC(=C(C(=C1)C(C)(C)C)O)C(C)(C)C)OC1=CC(=C(C(=C1)C(C)(C)C)O)C(C)(C)C tris(3,5-di-t-butyl-4-hydroxyphenyl)phosphite